SC=1NC2=C(N1)C=CC=C2.[Zn] zinc 2-mercaptobenzimidazole salt